(S)-3-((S)-sec-butyl)-4-(3-(dimethylamino)azetidine-1-carbonyl)-1,3,4,5-tetrahydro-2H-benzo[e][1,4]diazepin-2-one [C@H](C)(CC)[C@@H]1N(CC2=C(NC1=O)C=CC=C2)C(=O)N2CC(C2)N(C)C